ClC=1C=C(C=NC1C#N)OC1C(C(C1(C)C)NC(=O)C1=NC=C(C=N1)N1CCC(CC1)C=O)(C)C N-((1r,3r)-3-((5-Chloro-6-cyanopyridin-3-yl)oxy)-2,2,4,4-tetramethylcyclobutyl)-5-(4-formylpiperidin-1-yl)pyrimidine-2-carboxamide